C(C)N1C2=NC(=NC(=C2N=C1)N[C@@H]1CNC[C@H]1F)N[C@H]([C@@H](C)O)CC |&1:12,16| (2R,3S)-3-((9-ethyl-6-(((3RS,4RS)-4-fluoropyrrolidin-3-yl)amino)-9H-purin-2-yl)amino)pentan-2-ol